FC=1C=CC(=C(C1)C1(CC1)C1=NOC(=N1)C1=NN(C(=C1)C(C)C)C1=NC=CC=C1)C 3-(1-(5-fluoro-2-methylphenyl)cyclopropyl)-5-(5-isopropyl-1-(pyridin-2-yl)-1H-pyrazol-3-yl)-1,2,4-oxadiazole